N-Benzyl-1-((6-(4,4-difluoropiperidin-1-yl)pyridin-3-yl)sulfonyl)-N-methylpiperidin-4-amine C(C1=CC=CC=C1)N(C1CCN(CC1)S(=O)(=O)C=1C=NC(=CC1)N1CCC(CC1)(F)F)C